C(C)(C)C=1C(=CC(=NC1)NC=1SC(=C(N1)C1=NC=CC=C1)C)C(F)(F)F N-(5-Isopropyl-4-(trifluoromethyl)pyridin-2-yl)-5-methyl-4-(pyridin-2-yl)thiazol-2-amine